O1C=CC=C2C1=CC(C=C2)=O [1]Benzopyran-7-one